ClC=1C=CC=2N(N1)C=C(N2)C(F)F 6-Chloro-2-(difluoromethyl)imidazo[1,2-b]pyridazine